6-hydrazino-1-(phenylsulfonyl)-1H-pyrrolo[3,2-c]pyridine N(N)C1=CC2=C(C=N1)C=CN2S(=O)(=O)C2=CC=CC=C2